C(CCCCC)OC(=O)C1CC1 cyclopropane-1-carboxylic acid hexyl ester